(3-ethyl-6-methoxybenzo[d]isoxazol-5-yl)-3-fluoro-4-methoxybenzenesulfonamide C(C)C1=NOC2=C1C=C(C(=C2)OC)C2=C(C=CC(=C2F)OC)S(=O)(=O)N